N'-(3-bromophenyl)urea BrC=1C=C(C=CC1)NC(N)=O